2-(hydroxymethyl)propyl (9Z,12Z)-octadeca-9,12-dienoate C(CCCCCCC\C=C/C\C=C/CCCCC)(=O)OCC(C)CO